methyl 4-(4-(fluoromethyl)piperidin-2-yl)benzoate FCC1CC(NCC1)C1=CC=C(C(=O)OC)C=C1